(1-(4-(4-methoxyphenyl)oxazol-2-yl)piperidin-4-yl)(morpholino)methanone COC1=CC=C(C=C1)C=1N=C(OC1)N1CCC(CC1)C(=O)N1CCOCC1